chloroalanine ClN[C@@H](C)C(=O)O